3-(3-bromo-2-fluorophenyl)-3,3-difluoro-2-methylpropan-1,2-diol BrC=1C(=C(C=CC1)C(C(CO)(O)C)(F)F)F